FC1=CC=C(CC2=CC=C3[C@](CNC3=C2)(C(=O)OC)C)C=C1 (R)-methyl 6-(4-fluorobenzyl)-3-methylindoline-3-carboxylate